CC(C(=O)NC1=CC(=C(C=C1OC)OC)Cl)SC2=CC=C(C=C2)NC(=O)C(=CC3=CC=CC=C3)NC(=O)C4=CC=CC=C4 The molecule is a member of the class of enamides obtained by formal condensation of the carboxy group of 2-benzamido-3-phenylprop-2-enoic acid with the aromatic amino group of 2-[(4-aminophenyl)sulfanyl]propanoic acid, the carboxy group of which has also undergone formal condensation with the amino group of 5-chloro-2,4-dimethoxyaniline. It is a member of benzamides, an enamide, an aryl sulfide, a dimethoxybenzene, a member of monochlorobenzenes, a substituted aniline and a secondary carboxamide.